FC=1C=C(C(=C(C1)C(C)NC1=NN=C(C2=CC=C(C=C12)N1CCOCC1)C)C)C(F)(F)F N-(1-(5-fluoro-2-methyl-3-(trifluoromethyl)phenyl)ethyl)-4-methyl-7-morpholinophthalazin-1-amine